OC1=CC(N(C=C1)C)=O 4-hydroxy-1-methylpyridin-2-one